C(C(=O)OCCCCC)(=O)OCCCCC dipentyl ethanedioate